ClC=1C(=C(CN2[C@@H](C[C@@](CC2)(C(=O)O)CC2=NC(=C(C(=C2F)[C@@H](C)F)F)NC2=NNC(=C2)C)C)C=CC1)F (2R,4R)-1-(3-chloro-2-fluorobenzyl)-4-((3,5-difluoro-4-((R)-1-fluoroethyl)-6-((5-methyl-1H-pyrazol-3-yl)amino)pyridin-2-yl)methyl)-2-methylpiperidine-4-carboxylic acid